CN1N=CC(=C1)C=1C=CC=2N(C1)N=CC2N2CCN(CC2)C(=O)OC(C)C2=CC=C(C=C2)CF 1-(4-(fluoromethyl)phenyl)ethyl 4-(6-(1-methyl-1H-pyrazol-4-yl)pyrazolo[1,5-a]pyridin-3-yl)piperazine-1-carboxylate